C(C1=CC=CC=C1)N1N=C(C=C1C)C(=O)NC1=CC(=CC=C1)NS(=O)(=O)C 1-benzyl-N-(3-methanesulfonamidophenyl)-5-methyl-1H-pyrazole-3-carboxamide